5-((3-fluoropyridin-2-yl)(4-oxa-7-azaspiro[2.5]octan-7-yl)methyl)-2-methylbenzo[d]thiazol-4-ol FC=1C(=NC=CC1)C(C1=CC=C2C(N=C(S2)C)=C1O)N1CCOC2(CC2)C1